N1=CC=CC(=C1)C1N(C)CCC1.N[C@@H](CC[Se]C)C(=O)O L-selenomethionine nicotine salt